[Ir].CC1(C=CC=C1)C=CCCC=C (methylcyclopentadienyl)(1,5-hexadiene) iridium